2-sulfobutanedioic acid S(=O)(=O)(O)C(C(=O)O)CC(=O)O